6-methyl-3,6-dihydropyridine-1(2H)-carboxylate CC1C=CCCN1C(=O)[O-]